Diethyl 2-Ethyl-3-Oxosuccinate C(C)C(C(=O)OCC)C(C(=O)OCC)=O